C(C)C(CC)C(CC(C(CC(C)(F)F)CC)=O)=O 3,7-diethyl-9,9-difluoro-decane-4,6-dione